(tetrahydrofuran-3-yl)-1H-pyrazole-5-carboxylic acid O1CC(CC1)N1N=CC=C1C(=O)O